ClC1=CC=C(CCNS(=O)(=O)C=2C=C(C=CC2C)NC(CN2N=CC(=C(C2=O)Cl)Cl)=O)C=C1 N-(3-(N-(4-chlorophenethyl)sulfamoyl)-4-methylphenyl)-2-(4,5-dichloro-6-oxopyridazin-1(6H)-yl)acetamide